C(CCC(=O)OC1CC(NC(C1)(C)C)(C)C)(=O)OC1CC(NC(C1)(C)C)(C)C bis-(2,2,6,6-tetramethyl-4-piperidinyl) succinate